benzyl (S)-2-((tert-butoxycarbonyl)amino)-3-(3-(3-((5-(trifluoromethyl)pyridin-2-yl)oxy)phenyl)-1,2,4-oxadiazol-5-yl)propanoate C(C)(C)(C)OC(=O)N[C@H](C(=O)OCC1=CC=CC=C1)CC1=NC(=NO1)C1=CC(=CC=C1)OC1=NC=C(C=C1)C(F)(F)F